O=C1OC2=CC(=CC=C2C=C1)OCC(=O)O 2-((2-oxo-2H-chromen-7-yl)oxy)acetic acid